3-methanesulfinylaniline CS(=O)C=1C=C(N)C=CC1